CC=1C(N(C2=CC=CC=C2C1)C)=O dimethylquinolin-2(1H)-one